carbamic acid, 1-methylcyclohexyl ester C(N)(OC1(CCCCC1)C)=O